iso-pentenyldiphosphate C(=CC(C)C)OP([O-])(=O)OP(=O)([O-])[O-]